(2S)-2-(1,3-dioxoisoindolin-2-yl)propionyl isothiocyanate O=C1N(C(C2=CC=CC=C12)=O)[C@H](C(=O)N=C=S)C